tert-butyl (Z)-(3-(1-((2-hydroxyethyl)imino)ethyl)pyridin-2-yl)carbamate OCC\N=C(\C)/C=1C(=NC=CC1)NC(OC(C)(C)C)=O